ClC1=C(COC2(COC2)C2=CC(=C(C=C2C)N=CN(C)CC)F)C(=CC=C1)F N'-(4-(3-((2-chloro-6-fluorobenzyl)oxy)oxetan-3-yl)-2-fluoro-5-methylphenyl)-N-ethyl-N-methylformimidamide